2-(5-hexyn-1-yloxy)tetrahydro-2H-pyran C(CCCC#C)OC1OCCCC1